(1S,2R,3S)-N-(7-chloro-6R-(spiro[2.2]pentan-1-yl)isoquinolin-3-yl)-2-ethyl-3-(1-methyl-1H-pyrazol-4-yl)cyclopropane-1-carboxamide ClC1=C(C=C2C=C(N=CC2=C1)NC(=O)[C@H]1[C@@H]([C@@H]1C=1C=NN(C1)C)CC)[C@@H]1CC12CC2